5-(1-(3,4-Dichlorobenzyl)-1H-1,2,3-triazol-4-yl)-6-(3,4-dichlorophenyl)imidazo[2,1-b]thiazol ClC=1C=C(CN2N=NC(=C2)C2=C(N=C3SC=CN32)C3=CC(=C(C=C3)Cl)Cl)C=CC1Cl